CN([C@@H]1CN(CC1)CC(=O)N1[C@@H](CCC1)C#N)C1=CC=C2C=CC=NC2=C1 (2S)-1-[2-[(3S)-3-[methyl(7-quinolyl)amino]pyrrolidin-1-yl]acetyl]pyrrolidine-2-carbonitrile